COC1=CC=C(CN2C3=NC(=NC(=C3N=C2)N2C=CC=3C(=NC=CC32)C#N)C3=NC(=CC=C3)C)C=C1 1-[9-(4-methoxybenzyl)-2-(6-methylpyridin-2-yl)-9H-purin-6-yl]-1H-pyrrolo[3,2-c]pyridine-4-carbonitrile